OC=1C(=CC=2C(C3=CC=CC=C3C(C2C1O)=O)=O)NS(=O)(=O)C1=CC(=CC=C1)N1CCCC1 N-(3,4-dihydroxy-9,10-dioxo-9,10-dihydroanthracen-2-yl)-3-(pyrrolidin-1-yl)benzenesulfonamide